O1C=C(C=C1)CNC1=CC=C2C(=N1)C(=CN2)C=2CCN(CC2)C 5-(N-[3-furylmethyl]amino)-3-(1-methyl-1,2,3,6-tetrahydropyridin-4-yl)pyrrolo[3,2-b]pyridine